(2S,4R)-1-[(2S)-2-[4-(5-chloro-2-thienyl)triazol-1-yl]-3,3-dimethyl-butanoyl]-4-hydroxy-N-methyl-pyrrolidine-2-carboxamide ClC1=CC=C(S1)C=1N=NN(C1)[C@H](C(=O)N1[C@@H](C[C@H](C1)O)C(=O)NC)C(C)(C)C